ClC1=C(C=CC=C1)[C@@H](C(=O)NC1CC(C1)(F)F)N(C(=O)[C@H]1N(C(CC1)=O)CC1=NC=CC=C1)C1=CC(=CC=C1)F (S)-N-((S)-1-(2-chlorophenyl)-2-(3,3-difluorocyclobutylamino)-2-oxoethyl)-N-(3-fluorophenyl)-5-oxo-1-(pyridin-2-ylmethyl)pyrrolidine-2-carboxamide